N-(5-(3-(9H-purin-6-yl)pyridin-2-ylamino)-2-methoxyphenyl)-3-(trifluoromethyl)benzamide N1=CN=C2NC=NC2=C1C=1C(=NC=CC1)NC=1C=CC(=C(C1)NC(C1=CC(=CC=C1)C(F)(F)F)=O)OC